3-(piperidin-4-yloxy)pyridine dihydrochloride Cl.Cl.N1CCC(CC1)OC=1C=NC=CC1